4-(Trifluoromethyl)benzyl (S)-3-cyclopropyl-2-(2-((S)-1-(2,3-difluorobenzyl)-5-oxopyrrolidin-2-yl)acetamido)propanoate C1(CC1)C[C@@H](C(=O)OCC1=CC=C(C=C1)C(F)(F)F)NC(C[C@H]1N(C(CC1)=O)CC1=C(C(=CC=C1)F)F)=O